O=C(CCCCCCCCC(=O)O)CCCCCCCCC(=O)O 10-OXO-NONADECANEDIOIC ACID